N-cycloheptyl-5,6-dimethyl-4-oxo-2-(4-phenylpiperazine-1-carbonyl)-4H,5H,6H,7H-pyrazolo[1,5-a]pyrazine-6-carboxamide C1(CCCCCC1)NC(=O)C1(N(C(C=2N(C1)N=C(C2)C(=O)N2CCN(CC2)C2=CC=CC=C2)=O)C)C